3-(2,2-difluoroethyl)-7-((3-fluoro-1-(2-hydroxy-3-methoxypropyl)piperidin-4-yl)amino)benzo[b]thiophen FC(CC=1C2=C(SC1)C(=CC=C2)NC2C(CN(CC2)CC(COC)O)F)F